4-((2-(azetidin-1-ylmethyl)-6-chlorobenzyl)amino)-2,6-difluoro-N-(thiazol-4-yl)benzenesulfonamide N1(CCC1)CC1=C(CNC2=CC(=C(C(=C2)F)S(=O)(=O)NC=2N=CSC2)F)C(=CC=C1)Cl